N-(1-(3-(6-(Aminomethyl)-3-Azabicyclo[3.1.0]Hexan-3-Yl)Chroman-7-Yl)-2-Oxo-1,2-DihydropyrimidinYl)Piperazine-1-Carboxamide Hydrochloride Salt Cl.NCC1C2CN(CC12)C1COC2=CC(=CC=C2C1)N1C(N=C(C=C1)NC(=O)N1CCNCC1)=O